FC(C1=NC(=CC=C1C1=CN(C(C(=C1)C)=O)C)N1CCNCC1)F 2'-(difluoromethyl)-1,5-dimethyl-6'-(piperazin-1-yl)-[3,3'-bipyridine]-6(1H)-one